benzyl (5aS,6S,9R)-2-chloro-12-((1-methyl-1-azaspiro[4.4]nonan-6-yl)oxy)-5a,6,7,8,9,10-hexahydro-5H-4-oxa-3,10a,11,13,14-pentaaza-6,9-methanonaphtho[1,8-ab]heptalene-14-carboxylate ClC=1C=C2N=C(N=C3C2=C(OC[C@@H]2[C@@H]4CC[C@H](CN32)N4C(=O)OCC4=CC=CC=C4)N1)OC1C4(CCCN4C)CCC1